4-(3-bromo-1H-pyrazol-1-yl)-2-[2,6-dimethyl-4-(trifluoromethyl)phenyl]-5-hydroxy-6-(trifluoromethyl)pyridazin-3(2H)-one BrC1=NN(C=C1)C=1C(N(N=C(C1O)C(F)(F)F)C1=C(C=C(C=C1C)C(F)(F)F)C)=O